C(C=C)(=O)N1CCN(CC1)C(CN1C2=C(N=C(C1=O)NC1=CC(=C(C(=C1)OC)OC)OC)C=CC(=N2)NC2=CC=C(C=C2)N2CCN(CC2)C)=O (2-(4-acryloylpiperazin-1-yl)-2-oxoethyl)-6-(4-(4-methylpiperazin-1-yl)anilino)-2-(3,4,5-trimethoxyanilino)pyrido[2,3-b]pyrazin-3(4H)-one